cyclohexenone hydrochloride Cl.C1(C=CCCC1)=O